N-(6-(5,5-difluoro-2-azaspiro[3.3]heptan-2-yl)-2,2-dimethyl-2,3-dihydrobenzo-furan-5-yl)pyrazolo[1,5-a]pyrimidine-3-carboxamide FC1(C2(CN(C2)C2=CC3=C(CC(O3)(C)C)C=C2NC(=O)C=2C=NN3C2N=CC=C3)CC1)F